2,5-dimethyl-2,5-hex-anediol CC(C)(CCC(C)(O)C)O